ClC=1C=C2C(=CN=C(C2=CN1)N1[C@@H](CC1)C)C(C(C)(O)C)C 3-(6-chloro-1-((R)-2-methylazetidin-1-yl)-2,7-naphthyridin-4-yl)-2-methylbutan-2-ol